C(C1=CC=CC=C1)OC1=CC(=C(N)C=C1OC)C=1N=NN(N1)C1=CC=C(C=C1)CCN1CC=2N(CC1)C=NC2 4-(Benzyloxy)-2-(2-(4-(2-(5,6-dihydroimidazo[1,5-a]pyrazin-7(8H)-yl)ethyl)phenyl)-2H-tetrazol-5-yl)-5-methoxyaniline